2,3,4-trimethoxyamphetamine COC1=C(CC(N)C)C=CC(=C1OC)OC